N-(pyridin-4-yl)-5-(1,2,3,6-tetrahydropyridin-4-yl)-1H-indazole-3-carboxamide N1=CC=C(C=C1)NC(=O)C1=NNC2=CC=C(C=C12)C=1CCNCC1